2-acetamido-4-bromo-5-chlorobenzoate C(C)(=O)NC1=C(C(=O)[O-])C=C(C(=C1)Br)Cl